ClC=1C=C(C(=NC1)N1CCC(CC1)OCC)NS(=O)(=O)C=1C=CC2=C(SC(=C2OC)C(=O)OC)C1 Methyl 6-(N-(5-chloro-2-(4-ethoxypiperidin-1-yl) pyridin-3-yl) sulfamoyl)-3-methoxybenzo[b]thiophene-2-carboxylate